hafnium (dimethylamine) CNC.[Hf]